ClC=1C=C(C(=NC1)OC1=CC=C(C=C1)N1C(NC=C1)=O)F 1-(4-((5-chloro-3-fluoropyridin-2-yl)oxy)phenyl)-3H-imidazol-2-one